1,4-bis(dichlorophosphino)benzene ClP(C1=CC=C(C=C1)P(Cl)Cl)Cl